C(=C)[Si](O[Si](C=C)(C)C)(C)C 1,3-Divinyl-tetramethyldisiloxane